BrC=1C(=C2C(=NC1)NCC21CCC(CC1)C(C)(C)O)Cl 2-((1r,4r)-5'-Bromo-4'-chloro-1',2'-dihydrospiro[cyclohexane-1,3'-pyrrolo[2,3-b]pyridine]-4-yl)propan-2-ol